bis{3,4,6-trichloro-2-[(4-methylhexyloxy)carbonyl] phenyl}oxalate ClC=1C(=C(C(=CC1Cl)Cl)OC(C(=O)OC1=C(C(=C(C=C1Cl)Cl)Cl)C(=O)OCCCC(CC)C)=O)C(=O)OCCCC(CC)C